CC1=C(C(NC(=C1)C)=O)CC1=C(C(=C(C(=O)N)C=C1C=1C=C2CC(CC2=CC1)N1CCOCC1)C)N(C1CCOCC1)CC ((4,6-dimethyl-2-oxo-1,2-dihydropyridin-3-yl)methyl)-3-(ethyl(tetrahydro-2H-pyran-4-yl)amino)-2-methyl-5-(2-morpholino-2,3-dihydro-1H-inden-5-yl)benzamide